FC=1C=C(C=C2C=CN(C(C12)=O)CCC[C@H](C)NC=1C=NNC(C1C(F)(F)F)=O)C1=NC=C(C=C1)C(F)(F)F 8-fluoro-2-[(4S)-4-[[6-oxo-5-(trifluoromethyl)-1H-pyridazin-4-yl]amino]pentyl]-6-[5-(trifluoromethyl)-2-pyridinyl]isoquinolin-1-one